2-(4-bromo-6-fluoro-7-methylindol-3-yl)-N,N-dimethylglyoxylamide BrC1=C2C(=CNC2=C(C(=C1)F)C)C(C(=O)N(C)C)=O